FC1=CC=C(C=C1)C1(CNC1)CNC1=CC(=NC=2N1N=C(C2)C(F)(F)F)C(F)(F)F N-((3-(4-Fluorophenyl)azetidin-3-yl)methyl)-2,5-bis(trifluoromethyl)pyrazolo[1,5-a]pyrimidin-7-amine